7-hydroxy-5,7-dihydrospiro[cyclopenta[b]pyridine-6,4'-piperidine]-1'-carboxylic acid tert-butyl ester C(C)(C)(C)OC(=O)N1CCC2(CC1)CC=1C(=NC=CC1)C2O